(4S,5R)-4-amino-5-([4-[3-(2-[3-[3-methyl-1-(1-methyl-2,6-dioxopiperidin-3-yl)-2-oxo-1,3-benzodiazol-4-yl]propoxy]eth-oxy)propyl]phenyl]meth-oxy)hexanamide hydrochloride Cl.N[C@@H](CCC(=O)N)[C@@H](C)OCC1=CC=C(C=C1)CCCOCCOCCCC1=CC=CC=2N(C(N(C21)C)=O)C2C(N(C(CC2)=O)C)=O